C(C1=CC=CC=C1)(=O)NC1=NC(N([C@H]2[C@]([C@H](O[Si](C)(C)C(C)(C)C)[C@@H](CO)O2)(F)Br)C=C1)=O 4-N-benzoyl-3'-O-(tert-butyldimethylsilyl)-2'-deoxy-2'-bromo-2'-fluorocytidine